COC1=C(CNC2=C3C(=NC=N2)NN=C3I)C=CC(=C1)OC N-(2,4-dimethoxybenzyl)-3-iodo-1H-pyrazolo[3,4-d]pyrimidin-4-amine